FC=1C=C2CCC[C@H](C2=CC1)NC(=O)[C@@H]1C(C[C@@H]2SCC[C@@H](C(N21)=O)NC([C@H](C)NC)=O)(C)C (4S,7S,9aS)-N-((R)-6-fluoro-1,2,3,4-tetrahydronaphthalen-1-yl)-8,8-dimethyl-4-((S)-2-(methylamino)propanamido)-5-oxooctahydropyrrolo[2,1-b][1,3]thiazepine-7-carboxamide